C(CCC)OC[N-]COCCCC N,N-di(butoxymethyl)amide